(3Z)-13-chloro-3-tridecen-1-ol ClCCCCCCCCC\C=C/CCO